FC=1C=C2C(=CNC2=CC1F)NC(C(=O)NCC1COC2=C(O1)C=CC=C2)=O N-(5,6-difluoro-1H-indol-3-yl)-N'-[(2,3-dihydro-1,4-benzodioxin-2-yl)methyl]ethanediamide